C(C=CC(C)=O)=O pent-2-ene-1,4-dione